CC=1C=CC2=C(CCNS2(=O)=O)C1 6-methyl-3,4-dihydro-2H-benzo[e][1,2]thiazine 1,1-dioxide